BrC1=C(C(=C2C(OC3=C2C(=C(C(=C3[2H])[2H])[2H])[2H])=C1[2H])[2H])[2H] 3-bromodibenzo[b,d]furan-1,2,4,6,7,8,9-d7